3-[(3-chloro-2-methoxyphenyl)amino]-2-[2-[(2,2,2-trifluoroethyl)amino]pyrimidin-4-yl]-1H,5H,6H,7H-pyrrolo[3,2-c]pyridin-4-one ClC=1C(=C(C=CC1)NC1=C(NC2=C1C(NCC2)=O)C2=NC(=NC=C2)NCC(F)(F)F)OC